(S)-2-[(2S,5S)-5-{[(tert-butyl)bis(phenyl)siloxy]methyl}-2-isopropyl-1-methyl-3-oxo-1,2,3,4,5,6-hexahydro-1,4-benzodiazocin-9-yloxy]-1-methylethyl 2-methyl-2-propanecarbamate CC(C)(C)NC(=O)O[C@H](COC1=CC2=C(C[C@H](NC([C@@H](N2C)C(C)C)=O)CO[Si](C2=CC=CC=C2)(C2=CC=CC=C2)C(C)(C)C)C=C1)C